CC1CCN(CC1)C(=O)C1(CC1)C(F)(F)F 4-methyl-1-(1-(trifluoromethyl)cyclopropane-1-carbonyl)piperidin